2-(3-phenylbicyclo[1.1.1]pentan-1-yl)ethan-1-ol C1(=CC=CC=C1)C12CC(C1)(C2)CCO